Methyl ((2-(2-methoxy-7-methylquinoxalin-5-yl)-7,8-dihydrobenzofuro[5,4-d]thiazol-7-yl)methyl)carbamate COC1=NC2=CC(=CC(=C2N=C1)C=1SC2=C(N1)C=CC1=C2CC(O1)CNC(OC)=O)C